C(CCCCCCCCCCCCCCCCC)OC(CCC1=CC(=C(C(=C1)C(C)(C)C)O)C(C)(C)C)=O n-octadecyl-β-(4'-hydroxy-3',5'-di-t-butylphenyl)propionate